O=C1N([Se]C2=C1C=CC=C2)C2=CC=C(C(=O)OC)C=C2 methyl 4-(3-oxobenzo[d][1,2]selenazol-2(3H)-yl)benzoate